C(CCOC=1C(=C(C(=CC1C)C1=CC(=CC(=C1)F)C)O)N1C2=CC(=CC=C2C=2C=CC(=CC12)[SiH](C(C)C)C(C)C)[SiH](C(C)C)C(C)C)OC=1C(=C(C(=CC1C)C1=CC(=CC(=C1)F)C)O)N1C2=CC(=CC=C2C=2C=CC(=CC12)[SiH](C(C)C)C(C)C)[SiH](C(C)C)C(C)C 2'-(propane-1,3-diylbis(oxy))bis(3-(2,7-bis(diisopropylsilyl)-9H-carbazol-9-yl)-5'-fluoro-3',5-dimethyl-[1,1'-biphenyl]-2-ol)